6-(6-Chloropyridazin-3-yl)-7-methoxyquinoxaline ClC1=CC=C(N=N1)C=1C=C2N=CC=NC2=CC1OC